6-(3,4-dichloro-phenyl)-pyrimidine-4-carboxylic acid (5-oxo-pyrrolidin-3-yl)-amide O=C1CC(CN1)NC(=O)C1=NC=NC(=C1)C1=CC(=C(C=C1)Cl)Cl